1-(4-((7-methoxy-4-((4-(trifluoromethyl)phenyl)-amino)quinazolin-6-yl)-oxy)piperidin-1-yl)prop-2-en-1-one COC1=C(C=C2C(=NC=NC2=C1)NC1=CC=C(C=C1)C(F)(F)F)OC1CCN(CC1)C(C=C)=O